N-[5-[5-[[(2R)-1-(2-fluoroethyl)azetidin-2-yl]methoxy]-2-methyl-4-pyridyl]pyrazolo[1,5-a]pyridin-2-yl]cyclopropanecarboxamide FCCN1[C@H](CC1)COC=1C(=CC(=NC1)C)C1=CC=2N(C=C1)N=C(C2)NC(=O)C2CC2